1-(4-(1-(2,6-dichlorophenyl)azetidin-3-yl)-2,6-dimethylbenzyl)-3-fluoro-piperidine-4-carboxylic acid ClC1=C(C(=CC=C1)Cl)N1CC(C1)C1=CC(=C(CN2CC(C(CC2)C(=O)O)F)C(=C1)C)C